2-((1-(2-(1H-indol-2-yl)-6-methyl-4-oxo-4H-chromen-8-yl)ethyl)amino)benzoic acid N1C(=CC2=CC=CC=C12)C=1OC2=C(C=C(C=C2C(C1)=O)C)C(C)NC1=C(C(=O)O)C=CC=C1